(1R,2R,3S,4R,5R)-5-fluoro-3-(2-methylpyridin-4-yl)-N-(3-(trifluoromethoxy)benzeneYl)-7-oxabicyclo[2.2.1]Heptane-2-carboxamide F[C@H]1[C@H]2[C@@H]([C@H]([C@@H](C1)O2)C(=O)NC2=CC(=CC=C2)OC(F)(F)F)C2=CC(=NC=C2)C